BrC=1C=NC(=NC1)OC1=C(C(=O)[O-])C=CC=C1 2-[(5-bromo-2-pyrimidinyl)oxy]benzoate